(3R,5S)-5-[(biphenyl-4-yl)methyl]-3-methylpyrrolidin-2-one C1(=CC=C(C=C1)C[C@@H]1C[C@H](C(N1)=O)C)C1=CC=CC=C1